CNC1=C(C(N(C2=NC(=CC=C12)C(F)(F)F)C1=CC=CC=C1)=O)C(=O)OCC Ethyl 4-(methylamino)-2-oxo-1-phenyl-7-(trifluoromethyl)-1,2-dihydro-1,8-naphthyridine-3-carboxylate